5-(((Trans-3-(3-cyclopropyl-4-(5-((2,3-dihydroxypropyl)amino)quinoxalin-2-yl)-1H-pyrazol-1-yl)cyclobutyl)methyl)amino)-2-(2,6-dioxopiperidin-3-yl)isoindoline-1,3-dione C1(CC1)C1=NN(C=C1C1=NC2=CC=CC(=C2N=C1)NCC(CO)O)[C@@H]1C[C@H](C1)CNC=1C=C2C(N(C(C2=CC1)=O)C1C(NC(CC1)=O)=O)=O